CC=1C2=C(N=CN1)N(C=C2)[C@@H]2O[C@@H]([C@H]([C@H]2O)O)[C@@H]2OCCC1=C(C(=CC=C21)Cl)F (2R,3R,4S,5S)-2-(4-methylpyrrolo[2,3-d]pyrimidin-7-yl)-5-[(1R)-6-chloro-5-fluoro-isochroman-1-yl]tetrahydrofuran-3,4-diol